O[C@@]1(C(=C(C(CC1(C)C)=O)C#CC1=CC=C(C=C1)OC(F)(F)F)C)/C=C/C(=C\C(=O)O)/C (2Z,4E)-5-((S)-1-Hydroxy-2,6,6-trimethyl-4-oxo-3-((4-(trifluoromethoxy)phenyl)ethynyl)cyclohex-2-en-1-yl)-3-methylpenta-2,4-dienoic acid